Cl.Cl.N1CCNCC1 piperazine di-HCl salt